C(C)(C)(C)OC(=O)NCC=1C=C(C=CC1)C=1N=C(N2C1SC=C2)C2=CC=C(C(=O)O)C=C2 4-(7-(3-(((tert-butoxycarbonyl)amino)methyl)phenyl)imidazo[5,1-b]thiazol-5-yl)benzoic acid